(4-((difluoromethoxy)methyl)-3-fluorophenyl)methaneamine FC(OCC1=C(C=C(C=C1)CN)F)F